4-Chloro-8-[(dimethylamino)methyl]-5-(2,2,2-trifluoroethyl)pyrido[3,2-b]indole-3-carbonitrile ClC1=C(C=NC2=C1N(C=1C=CC(=CC21)CN(C)C)CC(F)(F)F)C#N